5-((2-((4-(dimethylamino)butanoyl)oxy)ethyl)(7-((2-octyldecanoyl)oxy)heptyl)amino)pentyl 10-methylundecanoate CC(CCCCCCCCC(=O)OCCCCCN(CCCCCCCOC(C(CCCCCCCC)CCCCCCCC)=O)CCOC(CCCN(C)C)=O)C